(S)-3-(3-(((R)-2-Ethyl-2,3-dihydropyrido[3,4-f][1,4]oxazepin-4(5H)-yl)methyl)-4-methylphenyl)-3-(1-ethyl-4-fluoro-1H-benzo[d][1,2,3]triazol-5-yl)propanoic acid C(C)[C@H]1OC2=C(CN(C1)CC=1C=C(C=CC1C)[C@H](CC(=O)O)C1=C(C3=C(N(N=N3)CC)C=C1)F)C=NC=C2